C(C)(C)(C)OC(=O)N1[C@@H](CCC1)C[C@@H](C(=O)OC)NC(=O)OCC1C2=CC=CC=C2C=2C=CC=CC12 (S)-2-((S)-2-((((9H-Fluoren-9-yl)methoxy)carbonyl)amino)-3-methoxy-3-oxopropyl)pyrrolidine-1-Carboxylic acid tert-butyl ester